C(C)(C)OC1=CC=NC2=CC(=CC=C12)C(=O)NC1=CC(=NN1C)C(F)(F)F 4-Isopropoxy-N-[1-methyl-3-(trifluoromethyl)-1H-pyrazol-5-yl]quinoline-7-carboxamide